C1(CC1)C=1C(=C(C(=C(C1)C1=C(C=C(C=C1C)C)C)F)[C@H](CC(=O)O)NC(C(CC(C)C)N1C(C=C(C(=C1)CCN(C)C)C(F)(F)F)=O)=O)F (3S)-3-(5-cyclopropyl-2,4-difluoro-2',4',6'-trimethylbiphenyl-3-yl)-3-(2-(5-(2-(dimethylamino)ethyl)-2-oxo-4-(trifluoromethyl)pyridin-1(2H)-yl)-4-methylpentanamido)propanoic acid